Geranic Acid Anion C(\C=C(/C)\CCC=C(C)C)(=O)[O-]